CN(C)C[C@H]1OC=2N=C3N=C(C(=CC3=C3C2N(C1)C([C@H]1CN[C@@H](CN13)C)=O)F)C1=C(C=CC=C1O)F (2R,4aR,7R)-7-((dimethylamino)methyl)-12-fluoro-11-(2-fluoro-6-hydroxyphenyl)-2-methyl-2,3,4,4a,6,7-Hexahydro-8-oxa-3,5a,9,10,13c-pentazanaphtho[3,2,1-de]anthracene-5(1H)-one